FC=1C=C(C(=O)NN)C=CC1C(F)(F)F 3-fluoro-4-(trifluoromethyl)benzohydrazide